COC1=CC=C(C=C1)S(=O)(=O)[C@@H]1[C@H](CCC1)C(=O)O |r| rac-(1R*,2S*)-2-((4-Methoxyphenyl)sulfonyl)cyclopentane-1-carboxylic acid